Pentadeca-3,6,9-triyn CCC#CCC#CCC#CCCCCC